C(CCC)N1C(C(=CC=C1)C(=O)OCCCCCCCCCCCC)Cl 1-butyl-2-chloro-3-((dodecyloxy)carbonyl)pyridin